vincaleukoblastine CC[C@@]1(C[C@H]2C[C@@](C3=C(CCN(C2)C1)C4=CC=CC=C4N3)(C5=C(C=C6C(=C5)[C@]78CCN9[C@H]7[C@@](C=CC9)([C@H]([C@@]([C@@H]8N6C)(C(=O)OC)O)OC(=O)C)CC)OC)C(=O)OC)O